2-phenylpyridin-4-ol C1(=CC=CC=C1)C1=NC=CC(=C1)O